Ethyl (2R)-pyrrolidine-2-carboxylate hydrochloride Cl.N1[C@H](CCC1)C(=O)OCC